CC1=C(C=CC(=C1)Cl)C1=C(C=C(C=C1)Cl)C 2,2'-dimethyl-4,4'-dichloro-[1,1'-biphenyl]